O1C(=CC2=C1C=CC=C2)C2=CC=C(C=C2)NC(CC2=C(C=CC=C2)C)=O N-(4-(benzofuran-2-yl)phenyl)-2-(o-tolyl)acetamide